3-(2-chloro-5-(trifluoromethyl)pyrimidin-4-yl)-4-fluoro-1H-indole ClC1=NC=C(C(=N1)C1=CNC2=CC=CC(=C12)F)C(F)(F)F